(1R,5S)-3-(7-bromo-2-chloroquinazolin-4-yl)-3,8-diazabicyclo[3.2.1]octane-8-carboxylic acid tert-butyl ester C(C)(C)(C)OC(=O)N1[C@H]2CN(C[C@@H]1CC2)C2=NC(=NC1=CC(=CC=C21)Br)Cl